N-acetoxy-1-[4-(2-hydroxyethoxy)phenylsulfanylphenyl]propane-1-one-2-imine C(C)(=O)ON=C(C(=O)C1=C(C=CC=C1)SC1=CC=C(C=C1)OCCO)C